trimethyl-(2,3,4,5-tetramethyl-2,4-cyclopentadien-1-yl)silane C[Si](C1C(=C(C(=C1C)C)C)C)(C)C